BrC1=C(C(N(C=C1)CC(=O)N(C)C)=O)OC1=C(C=C(C=C1C)F)C 2-(4-bromo-3-(4-fluoro-2,6-dimethylphenoxy)-2-oxopyridin-1(2H)-yl)-N,N-dimethylacetamide